C(CCCCC=O)=O adipoaldehyde